N-[4-(9-phenyl-9H-carbazole-3-yl)phenyl]-N-[4-(1-naphthyl)phenyl]-9,9'-spirobi[9H-fluorene]-2-amine C1(=CC=CC=C1)N1C2=CC=CC=C2C=2C=C(C=CC12)C1=CC=C(C=C1)N(C1=CC=2C3(C4=CC=CC=C4C2C=C1)C1=CC=CC=C1C=1C=CC=CC13)C1=CC=C(C=C1)C1=CC=CC3=CC=CC=C13